Dibehenylether C(CCCCCCCCCCCCCCCCCCCCC)OCCCCCCCCCCCCCCCCCCCCCC